(R)-N-(1-(3-amino-5-(trifluoromethyl)phenyl)ethyl)-7-(thiophen-3-yl)imidazo[1,2-a]quinazolin-5-amine NC=1C=C(C=C(C1)C(F)(F)F)[C@@H](C)NC1=NC=2N(C3=CC=C(C=C13)C1=CSC=C1)C=CN2